ClC1=NC=C(C(=N1)C1=CC(=C(C=C1)N(C)CC(C#N)(C)C)F)Cl ((4-(2,5-dichloropyrimidin-4-yl)-2-fluorophenyl)(methyl)amino)-2,2-dimethylpropionitrile